ClC1=C(OC(C(=O)O)(C)C)C=CC(=C1Cl)CCC(C=1SC(=CC1)C1=CC=C(C=C1)C(F)(F)F)OC 2-(2,3-dichloro-4-(3-methoxy-3-(5-(4-(trifluoromethyl)phenyl)-thien-2-yl)propyl)phenoxy)-2-methyl-propanoic acid